2,6-dichloro-9,10-anthraquinone ClC1=CC=2C(C3=CC=C(C=C3C(C2C=C1)=O)Cl)=O